4-fluoro-7-methyl-N-((1r,3r)-3-((3ar,6ar)-1-methyl-2-oxohexahydropyrrolo[3,4-b]pyrrol-5(1H)-yl)cyclohexyl)-1H-indole-2-carboxamide FC1=C2C=C(NC2=C(C=C1)C)C(=O)N[C@H]1C[C@@H](CCC1)N1C[C@@H]2N(C(C[C@@H]2C1)=O)C